(S)-(6'-((2-(2-fluoro-6-methoxyphenyl)pyrimidin-4-yl)amino)-4'-(3-hydroxypiperidin-1-yl)-[3,3'-bipyridin]-6-yl)(4-hydroxypiperidin-1-yl)methanone FC1=C(C(=CC=C1)OC)C1=NC=CC(=N1)NC1=CC(=C(C=N1)C=1C=NC(=CC1)C(=O)N1CCC(CC1)O)N1C[C@H](CCC1)O